C(C1=CC=CC=C1)OC(=O)N1CC2(C34C5C4(CCCCCC2)C53)C1.[Co].[Co] Dicobalt spiro[azetidine-3,2'-tetracyclo[7.2.0.01,10.09,11]undecane]-1-carboxylic acid benzyl ester